ClC=1C(=CC(=NC1)N1[C@@H](C2=C(N=C(N=C2)NC(CC)=O)CC1)C)C1=NC=C(C=C1C)C (R)-N-(6-(5'-chloro-3,5-dimethyl-[2,4'-bipyridin]-2'-yl)-5-methyl-5,6,7,8-tetrahydropyrido[4,3-d]pyrimidin-2-yl)propionamide